((4-chlorobenzyl)oxy)-7-fluoro-2-methyl-3,4-dihydroisoquinolin-1(2H)-one ClC1=CC=C(COC2N(C(C3=CC(=CC=C3C2)F)=O)C)C=C1